CN(/C=C(\C(=O)C1=CC=C(C=C1)S(=O)(=O)C)/OC1=CC=C(C=C1)C(F)(F)F)C (E)-3-(Dimethylamino)-1-(4-methylsulfonylphenyl)-2-[4-(trifluoromethyl)phenoxy]prop-2-en-1-one